CC1=NN(C(=C1)C)C=1C=C(C=CC1)[C@@H](CC(=O)O)N1N=C(C=C1)CCCC1=NC=2NCCCC2C=C1 |r| (±)-3-(3-(3,5-dimethyl-1H-pyrazol-1-yl)phenyl)-3-(3-(3-(5,6,7,8-tetrahydro-1,8-naphthyridin-2-yl)propyl)-1H-pyrazol-1-yl)propionic acid